CCCCCCCCCCCCCC(CC(CCCCCCCCCCCCCCC)=O)=O hentriacontan-14,16-dione